N1C[C@H](CCC1)NC1=NC=C(C(=N1)NC1=NC2=CC=CC=C2C=C1)C#N (S)-2-(piperidin-3-ylamino)-4-(quinolin-2-ylamino)pyrimidine-5-carbonitrile